N-(4-((6-(ethylsulfonyl)-4-isopropoxypyridin-2-yl)amino)-5-(1-methyl-1H-pyrazol-3-yl)pyridin-2-yl)acetamide C(C)S(=O)(=O)C1=CC(=CC(=N1)NC1=CC(=NC=C1C1=NN(C=C1)C)NC(C)=O)OC(C)C